3H-spiro[isobenzofuran-1,4'-piperidine] N1CCC2(CC1)OCC1=CC=CC=C12